trans-trans-(2-((1e,4e)-hept-1,4-dien-1-yl)thiophene) C(=C\C\C=C\CC)/C=1SC=CC1